5-fluoro-7-((tetrahydro-2H-pyran-4-yl)methoxy)quinazolin-4(3H)-one FC1=C2C(NC=NC2=CC(=C1)OCC1CCOCC1)=O